ClC=1C=C(C=CC1)N1C(=NC2=C3C=CC=NC3=C3N=CC=CC3=C21)C2=CC=C(C(=O)O)C=C2 4-(1-(3-chlorophenyl)-1H-imidazo[4,5-f][1,10]phenanthroline-2-yl)benzoic acid